1-(((5S,7S)-3-(6-(dimethylamino)pyridin-3-yl)-7-methyl-2-oxo-1-oxa-3-azaspiro[4.5]decane-7-yl)methyl)-1H-benzo[d]imidazole-6-carbonitrile CN(C1=CC=C(C=N1)N1C(O[C@]2(C1)C[C@@](CCC2)(C)CN2C=NC1=C2C=C(C=C1)C#N)=O)C